4-(1-Methyl-5-(6-(4-methylpiperazin-1-yl)pyridin-2-ylamino)-6-oxo-1,6-dihydropyridin-3-yl)-2-(1-oxo-3,4,6,7,8,9-hexahydropyrazino[1,2-a]indol-2(1H)-yl)nicotinaldehyde CN1C=C(C=C(C1=O)NC1=NC(=CC=C1)N1CCN(CC1)C)C1=CC=NC(=C1C=O)N1C(C=2N(C=3CCCCC3C2)CC1)=O